(1S,2S,3R)-3-hydroxycyclopentane-1,2-dicaffeamide O[C@H]1[C@@H]([C@H](CC1)C1=CC(=C(C=C1/C=C/C(=O)N)O)O)C1=CC(=C(C=C1/C=C/C(=O)N)O)O